ClC=1C=C(C(=O)N2CCN(CC2)C2=NC3=CC=CC=C3C(N2)=O)C=CC1OCC1=CC(=CC=C1)Cl 2-[4-[3-Chloro-4-[(3-chlorophenyl)methoxy]benzoyl]piperazin-1-yl]-3H-quinazolin-4-one